(5-methyl-2-pyridinyl)-[2-(2-pyridinyl)-7,8-dihydro-5H-pyrido[4,3-d]pyrimidin-6-yl]methanone CC=1C=CC(=NC1)C(=O)N1CC2=C(N=C(N=C2)C2=NC=CC=C2)CC1